2-bromo-4-(1-fluorovinyl)benzoic acid BrC1=C(C(=O)O)C=CC(=C1)C(=C)F